(R or S)-2-((1-(benzyloxy)hexane-3-yl)oxy)-N,N-bis(4-methoxybenzyl)imidazo[2,1-f][1,2,4]triazin-4-amine C(C1=CC=CC=C1)OCC[C@@H](CCC)OC1=NN2C(C(=N1)N(CC1=CC=C(C=C1)OC)CC1=CC=C(C=C1)OC)=NC=C2 |o1:10|